2-[(1S)-2-[(3R)-3-allyloxybutoxy]-1-methyl-ethoxy]tetrahydropyran C(C=C)O[C@@H](CCOC[C@@H](OC1OCCCC1)C)C